NC(CO)(C)C L-2-amino-2-methyl-1-propanol